CC=1C(=CC=2C(CC(C(C2C1)(C)C)C)(C)C)C(C)O 1-(3,5,5,6,8,8-hexamethyl-5,6,7,8-tetrahydronaphthalen-2-yl)ethan-1-ol